C(C=C)(=O)N1C[C@@H](N(CC1)C1=NC(=NC2=CC(=C(C=C12)C#N)C1=C(C=CC(=C1)N)C(F)(F)F)OC[C@H]1N(CCC1)C)C 4-((S)-4-acryloyl-2-methylpiperazin-1-yl)-7-(5-amino-2-(trifluoromethyl)phenyl)-2-(((S)-1-methylpyrrolidin-2-yl)methoxy)quinazoline-6-carbonitrile